5-bromo-1-oxo-1,7-naphthyridin-1-ium BrC1=C2C=CC[N+](C2=CN=C1)=O